3-(1-(4-fluorophenyl)-1H-pyrazol-4-yl)phenethylcarbamic acid tert-butyl ester C(C)(C)(C)OC(NCCC1=CC(=CC=C1)C=1C=NN(C1)C1=CC=C(C=C1)F)=O